C(C)(C)(C)NC1CN(CC1)C1=CC=C(C2=C1C=C(O2)C)C(=O)NC=2C=C(C=1N(C2)C=C(N1)C)F 4-[3-(tert-butylamino)pyrrolidin-1-yl]-N-[8-fluoro-2-methylimidazo[1,2-a]pyridin-6-yl]-2-methyl-1-benzofuran-7-carboxamide